ClC1=CC=C(N=N1)N1CCN(CC1)CC=1C=C2CN(C(C2=CC1)=O)C1C(NC(CC1)=O)=O 3-(5-((4-(6-chloropyridazin-3-yl)piperazin-1-yl)methyl)-1-oxoisoindolin-2-yl)piperidine-2,6-dione